(6-hydroxy-4-nitro-1H-indol-3-yl)propanoic Acid OC1=CC(=C2C(=CNC2=C1)C(C(=O)O)C)[N+](=O)[O-]